ClC1=NN(C=C1I)C(C)C1=CC=C(C=C1)F 3-chloro-1-(1-(4-fluorophenyl)ethyl)-4-iodo-1H-pyrazole